FC(CN1C(=NC2=C1C=C(C=C2)C=2C(=CN1N=C(N=C(C12)OC)N[C@H]1[C@H](CN(CC1)C)F)F)C)F 5-(1-(2,2-difluoroethyl)-2-methyl-1H-benzo[d]imidazol-6-yl)-6-fluoro-N-((3S,4R)-3-fluoro-1-methylpiperidin-4-yl)-4-methoxypyrrolo[2,1-f][1,2,4]triazin-2-amine